3,5-dihydroxy-4-((1R,6S)-3-methyl-6-(prop-1-en-2-yl)cyclohex-2-enyl)phenyl trifluoromethanesulfonate FC(S(=O)(=O)OC1=CC(=C(C(=C1)O)[C@@H]1C=C(CC[C@@H]1C(=C)C)C)O)(F)F